N1(CCCC1)CCNC(=O)OC(CCC(=O)O)CCCCCC 4-(((2-(pyrrolidin-1-yl)ethyl)carbamoyl)oxy)decanoic acid